(S)-3-acetamido-4-(((S)-1-((2-methyl-5-(4-(methylamino)butoxy)benzyl)amino)-1-oxo-4-phenylbutan-2-yl)amino)-4-oxobutanoic acid C(C)(=O)N[C@@H](CC(=O)O)C(=O)N[C@H](C(=O)NCC1=C(C=CC(=C1)OCCCCNC)C)CCC1=CC=CC=C1